C(C)C=1C=CC=C2C=CC=C(C12)N1CC=2N=C(N=C(C2CC1)N1CC(CCCC1)O)OCC12CCCN2CCC1 1-(7-(8-ethylnaphthalen-1-yl)-2-((hexahydro-1H-pyrrolizin-7a-yl)methoxy)-5,6,7,8-tetrahydropyrido[3,4-d]pyrimidin-4-yl)azepan-3-ol